methyl-tris-(cyclohexylamino)silane C[Si](NC1CCCCC1)(NC1CCCCC1)NC1CCCCC1